C1(CC1)S(=O)(=O)N1N=CC(=C1)C1=NC=CC(=C1)C1(NC=C(C(=N1)NC1CCC(CC1)F)C1=NN(C=C1)CC(F)(F)F)N 2-(2-(1-(Cyclopropylsulfonyl)-1H-pyrazol-4-yl)pyridin-4-yl)-N4-((1s,4s)-4-fluorocyclohexyl)-5-(1-(2,2,2-trifluoroethyl)-1H-pyrazol-3-yl)pyrimidine-2,4-diamine